C(C)OC1=C(C=NC(=C1)S(=O)(=O)C)NC1=NNC2=CC(=CC=C12)[C@@H]1C[C@@]12C(NC1=CC=C(C=C21)OC)=O (1R,2S)-2-(3-{[4-ethoxy-6-(methanesulfonyl)pyridin-3-yl]amino}-1H-indazol-6-yl)-5'-methoxyspiro[cyclopropane-1,3'-indol]-2'(1'H)-one